FC=1C(=C(C=NC1)NC(C=C)=O)COC N-[5-fluoro-4-(methoxymethyl)pyridin-3-yl]prop-2-enamide